[C@H]12C(NC[C@@H]2C1)=O (1S,5R)-3-azabicyclo[3.1.0]hexan-2-one